ClC1=C(C(=CC(=C1)N1CC2=CC=C(C=C2CC1)Cl)C)NC(CC(C)(C)C)=O N-[2-chloro-4-(6-chloro-3,4-dihydro-1H-isoquinolin-2-yl)-6-methyl-phenyl]-3,3-dimethylbutanamide